5-(8-(1,3-dimethyl-2-oxo-2,3-dihydro-1H-benzo[d]imidazol-5-yl)isoquinolin-3-yl)-N-(3-(1-(2,6-dioxo-piperidin-3-yl)-1H-indazol-6-yl)prop-2-yn-1-yl)picolinamide CN1C(N(C2=C1C=CC(=C2)C=2C=CC=C1C=C(N=CC21)C=2C=CC(=NC2)C(=O)NCC#CC2=CC=C1C=NN(C1=C2)C2C(NC(CC2)=O)=O)C)=O